5-(3-(difluoromethyl)imidazo[1,2-a]pyrimidin-6-yl)-N-((3R,4S)-3-fluoro-1-(oxetan-3-yl)piperidin-4-yl)-4-methoxypyrrolo[2,1-f][1,2,4]triazin-2-amine FC(C1=CN=C2N1C=C(C=N2)C=2C=CN1N=C(N=C(C12)OC)N[C@@H]1[C@@H](CN(CC1)C1COC1)F)F